2-BORONOBENZENESULFONAMIDE B(O)(O)C1=C(C=CC=C1)S(=O)(=O)N